5-bromo-2,7-dimethylpyrazolo[1,5-a]pyridine BrC1=CC=2N(C(=C1)C)N=C(C2)C